N[C@@H]1C=2C(=NC=CC2)OC12CCN(CC2)C=2N=CC(=NC2)SC2=C(C(=NC=C2)N2CC(C2)C(C)(C)O)Cl (R)-2-(1-(4-(5-(3-amino-3H-spiro[furo[2,3-b]pyridine-2,4'-piperidine]-1'-yl)pyrazin-2-ylsulfanyl)-3-chloropyridin-2-yl)azetidin-3-yl)propan-2-ol